[N+](=O)([O-])C1=CC=C(C=C1)C=1N=C(N(N1)C1=CC=C(C=C1)OC(F)(F)F)NC(C)=O N-[5-(4-nitrophenyl)-2-[4-(trifluoromethoxy)phenyl]-1,2,4-triazol-3-yl]acetamide